bis[4-(5-aminonaphthoxy) phenyl] sulfone NC1=C2C=CC=C(C2=CC=C1)OC1=CC=C(C=C1)S(=O)(=O)C1=CC=C(C=C1)OC1=CC=CC2=C(C=CC=C12)N